(2S)-2-[2-(1,1-difluoropropyl)-4-vinylphenoxy]propionic acid FC(CC)(F)C1=C(O[C@H](C(=O)O)C)C=CC(=C1)C=C